FC1=COC2=C1C=CC(=C2)CC(C)NCC2COC2 1-(3-fluorobenzofuran-6-yl)-N-(oxetan-3-ylmethyl)propan-2-amine